C(#N)C=1C=C2C(=CC=NC2=CC1)NC=1C=C(C(=O)NC2=NC=CC(=C2)NC2=CC=NC=C2)C=CC1 3-((6-cyanoquinolin-4-yl)amino)-N-(4-(pyridin-4-ylamino)pyridin-2-yl)benzamide